C[C@@H]1CC[C@H](CC1)N (trans)-4-methylcyclohexylamine